CN1N=C(C=C1C(=O)OCC)NC1=CC=C2C(=N1)C(=CS2)C2=CC=NC=C2 Ethyl 1-methyl-3-((3-(pyridin-4-yl)thieno[3,2-b]pyridin-5-yl)amino)-1H-pyrazole-5-carboxylate